9-(4-bromophenyl)phenanthrene BrC1=CC=C(C=C1)C=1C2=CC=CC=C2C=2C=CC=CC2C1